COC(=O)[C@H]1CN([C@H](CC1)C)C(CC)=O (3R,6S)-6-methyl-1-propionylpiperidine-3-carboxylic acid methyl ester